monoepoxysqualene C1C(CO1)=CCC\C(\C)=C\CC\C(\C)=C\CC\C=C(/C)\CC\C=C(/C)\CCC=C(C)C